C1C(CC2=CC=CC=C12)CC(=O)N[C@@H]([C@@H](C1=NC=C(C=C1)OCC(F)(F)F)O)CN1CCCC1 2-(2,3-dihydro-1H-inden-2-yl)-N-((1S,2R)-1-hydroxy-3-(pyrrolidin-1-yl)-1-(5-(2,2,2-trifluoroethoxy)pyridin-2-yl)propan-2-yl)acetamide